COC1=C(C=NC=C1)C1=NC(=CC(=N1)N)C 2-(4-methoxypyridin-3-yl)-6-methylpyrimidine-4-amine